benzyl 3-hydroxy-2-methoxy-pyrrolidine-1-carboxylate OC1C(N(CC1)C(=O)OCC1=CC=CC=C1)OC